(2R,3R,4R,5R)-5-(2-amino-6-(methylamino)-9H-purin-9-yl)-4-fluoro-2-(hydroxymethyl)-4-methyltetrahydrofuran-3-ol NC1=NC(=C2N=CN(C2=N1)[C@H]1[C@]([C@@H]([C@H](O1)CO)O)(C)F)NC